NC1=NC=CC=C1C1=NC=2C(=NC(=CC2C)N2N=CC=C2)N1C=1C=C2CC[C@@H](C2=CC1)NC(C1=C(C=C(C(=C1)C=O)OCC1=CC=CC=C1)N=[N+]=[N-])=O (S)-N-(5-(2-(2-aminopyridin-3-yl)-7-methyl-5-(1H-pyrazol-1-yl)-3H-imidazo[4,5-b]pyridin-3-yl)-2,3-dihydro-1H-inden-1-yl)-2-azido-4-(benzyloxy)-5-formylbenzamide